4-[(Pent-4-en-1-yloxy)methyl]aniline C(CCC=C)OCC1=CC=C(N)C=C1